NC1=CC(=C(C(C(=O)OC)=C1)C(=O)OC)Br dimethyl 5-amino-3-bromophthalate